C(C)(C)(C)OC(C1=C(C=CC=C1C1=CN=CS1)F)=O.C(CCC)[Sn](C1=CN=CS1)(CCCC)CCCC 5-(tributylstannyl)thiazole tert-butyl-2-fluoro-6-(thiazol-5-yl)benzoate